3-fluoro-5-((6-(1-methyl-1H-pyrazol-5-yl)-1-oxo-2,7-naphthyridin-2(1H)-yl)methyl)-N-(2-(4-methylpiperazin-1-yl)ethyl)benzamide FC=1C=C(C(=O)NCCN2CCN(CC2)C)C=C(C1)CN1C(C2=CN=C(C=C2C=C1)C1=CC=NN1C)=O